NC1=C2C(C(=CN(C2=CC(=C1F)NC1CCCCC1)CC)C(=O)O)=O 5-amino-7-(cyclohexylamino)-1-ethyl-6-fluoro-4-oxo-1,4-dihydroquinoline-3-carboxylic acid